(S)-4-(5-fluoro-2-nitro-4-(4,4,5,5-tetramethyl-1,3,2-dioxaborolan-2-yl)phenyl)-1,2-dimethylpiperazine FC=1C(=CC(=C(C1)N1C[C@@H](N(CC1)C)C)[N+](=O)[O-])B1OC(C(O1)(C)C)(C)C